FC1=CC=C(C=C1)[C@H]1C2=C(NC([C@H]1NC(C1=CC(=CC=C1)C(F)(F)F)=O)=O)N(N=C2C)C2=CC=CC=C2 N-((4S,5S)-4-(4-fluorophenyl)-3-methyl-6-oxo-1-phenyl-4,5,6,7-tetrahydro-1H-pyrazolo[3,4-b]pyridine-5-yl)-3-(trifluoromethyl)benzamide